CN(CCOC=1C=CC(=C(C(=O)N[C@H](C)C2=CC(=NC3=CC=CC=C23)C=2C=NN(C2)CC(N2CCCC2)=O)C1)C)C (R)-5-(2-(dimethylamino)ethoxy)-2-methyl-N-(1-(2-(1-(2-oxo-2-(pyrrolidin-1-yl)ethyl)-1H-pyrazol-4-yl)quinolin-4-yl)ethyl)benzamide